chloro-4-hydroxyquinolin ClC1=NC2=CC=CC=C2C(=C1)O